N1-(2-(cyclohex-1-en-1-yl)quinolin-4-yl)propane-1,3-diamine C1(=CCCCC1)C1=NC2=CC=CC=C2C(=C1)NCCCN